sodium gluconate salt O=C([C@H](O)[C@@H](O)[C@H](O)[C@H](O)CO)[O-].[Na+]